tert-Butyl N-[(1R)-1-[[4-[1-(benzenesulfonyl)pyrrolo[2,3-b]pyridin-4-yl]-2-chloro-phenyl]carbamoyl]-3-methyl-butyl]carbamate C1(=CC=CC=C1)S(=O)(=O)N1C=CC=2C1=NC=CC2C2=CC(=C(C=C2)NC(=O)[C@@H](CC(C)C)NC(OC(C)(C)C)=O)Cl